(6-(2-((6-(1-hydroxybutyl)-4-methylpyridin-3-yl)amino)phenyl)pyrimidin-4-yl)cyclopropanecarboxamide OC(CCC)C1=CC(=C(C=N1)NC1=C(C=CC=C1)C1=CC(=NC=N1)C1(CC1)C(=O)N)C